C(C)(=O)C=1C=C(C=C2C(C(=C(OC12)N1CCC(CC1)(C)C)C)=O)F 8-acetyl-2-(4,4-dimethylpiperidin-1-yl)-6-fluoro-3-methyl-4H-chromen-4-one